FC(C(=O)N[C@H](C(=O)O)C(C)C)(F)F (S)-2-(2,2,2-trifluoroacetamido)-3-methylbutyric acid